1-acryloyloxy-3-methacryloyloxypropane C(C=C)(=O)OCCCOC(C(=C)C)=O